1-(diphenylmethyl)azetidine C1(=CC=CC=C1)C(N1CCC1)C1=CC=CC=C1